CC1=C(C=CC(=C1)S(N)(=O)=O)C1=CC(=CC=C1)CN1C2(CC(C1)C2)C(=O)NC2(CC2)C2=CC=C(C(=O)O)C=C2 4-(1-(2-((2'-methyl-4'-sulfamoyl-[1,1'-biphenyl]-3-yl)methyl)-2-azabicyclo[2.1.1]hexane-1-carboxamido)cyclopropyl)benzoic acid